4-((2-amino-9-((2R,3R,5S)-3-hydroxy-5-(hydroxymethyl)tetrahydrofuran-2-yl)-8-oxo-8,9-dihydro-7H-purin-7-yl)methyl)benzonitrile NC1=NC=C2N(C(N(C2=N1)[C@@H]1O[C@@H](C[C@H]1O)CO)=O)CC1=CC=C(C#N)C=C1